2-(3-bromo-2-oxopropyl)isoindoline-1,3-dione BrCC(CN1C(C2=CC=CC=C2C1=O)=O)=O